2-(2-phenoxyethoxy)ethanol O(C1=CC=CC=C1)CCOCCO